tert-Butyl (S)-3-(4-(1-(3-((tert-butoxycarbonyl)amino)propyl)-1H-pyrazol-4-yl)phenoxy)-2-((1,3-dioxoisoindolin-2-yl)oxy)propanoate C(C)(C)(C)OC(=O)NCCCN1N=CC(=C1)C1=CC=C(OC[C@@H](C(=O)OC(C)(C)C)ON2C(C3=CC=CC=C3C2=O)=O)C=C1